O1CCN(CC1)C1=CC=C(C=N1)C(=O)N 6-morpholino-pyridine-3-carboxamide